4-(2-fluoro-4-(trifluoromethoxy)phenyl)-6,7-dimethyl-5,6,7,8-tetrahydropteridine FC1=C(C=CC(=C1)OC(F)(F)F)C1=NC=NC=2NC(C(NC12)C)C